((2R,3S)-3-amino-2-hydroxy-4-phenylbutyl)-N-isobutyl-2-oxo-2,3-dihydrobenzo[d]oxazole-6-sulfonamide N[C@H]([C@@H](CN1C(OC2=C1C=CC(=C2)S(=O)(=O)NCC(C)C)=O)O)CC2=CC=CC=C2